thiophen-4(1H)-one S1C=CC(C1)=O